C(CCCCC)(=O)[O-] hexanoic acid anion